C(C)(C)(C)OC(=O)N1CCC(CC1)CN1CCN(CC1)C1=CC=CC(=N1)C=1C(=NC(CC1)=O)OCC1=CC=CC=C1 4-((4-(2'-(benzyloxy)-6'-oxo-5',6'-dihydro-[2,3'-bipyridin]-6-yl)piperazin-1-yl)methyl)piperidine-1-carboxylic acid tert-butyl ester